(methyltriphenyleneyl)benzene CC1=C(C=2C3=CC=CC=C3C3=CC=CC=C3C2C=C1)C1=CC=CC=C1